2,5-difluoro-N-[(1s,4s)-4-{[2-(trifluoromethyl)quinolin-4-yl]amino}cyclohexyl]benzamide FC1=C(C(=O)NC2CCC(CC2)NC2=CC(=NC3=CC=CC=C23)C(F)(F)F)C=C(C=C1)F